N[C@@H](CCCCN)C(=O)O.N1=CN=C2NC=NC2=C1N1C[C@@H](CCC1)NC(C=C)=O (R)-N-(1-(9H-purin-6-yl)piperidin-3-yl)acrylamide lysine salt